CN1N=CC=C1C(N)=N 1-methyl-1H-pyrazol-5-carboximidamid